tert-Butyl 7-(((trifluoromethyl)sulfonyl)oxy)-2-azaspiro[3.5]non-6-ene-2-carboxylate FC(S(=O)(=O)OC1=CCC2(CN(C2)C(=O)OC(C)(C)C)CC1)(F)F